FC1=C(C=CC=C1C[C@@H]1N(CC2(CC2)[C@@H]1CS(=O)(=O)N)C(=O)[C@@H]1OCC1)C1=CC=CC=C1 ((6S,7S)-6-((2-fluoro-[1,1'-biphenyl]-3-yl)methyl)-5-((R)-oxetan-2-carbonyl)-5-azaspiro[2.4]heptan-7-yl)methanesulfonamide